(S)-2,3-dichloro-4-(4-(hydroxymethyl)-2-(6-(2-hydroxypropan-2-yl)pyridin-2-yl)thiazol-5-yl)-N-(1,1,1-trifluoropropan-2-yl)benzenesulfonamide ClC1=C(C=CC(=C1Cl)C1=C(N=C(S1)C1=NC(=CC=C1)C(C)(C)O)CO)S(=O)(=O)N[C@H](C(F)(F)F)C